[Na+].CC(CCC)C=1C(=CC(=C(C(=O)[O-])C1)C)O 5-(1-methylbutyl)-4-hydroxy-2-methylbenzoic acid, sodium salt